2-(methyl-(3-(trimethoxysilyl)propyl)amino)acetic acid CN(CC(=O)O)CCC[Si](OC)(OC)OC